BrC1=CC2=C(NCCCO2)C=C1C 8-bromo-7-methyl-2,3,4,5-tetrahydro-1,5-benzoxazepine